3-(4-(4-(2,2-difluoroethyl)piperazin-1-yl)phenyl)-5-(2-fluoro-6-methylphenyl)-1H-pyrazolo[4,3-c]pyridazin-6(5H)-one FC(CN1CCN(CC1)C1=CC=C(C=C1)C1=NNC=2C1=NN(C(C2)=O)C2=C(C=CC=C2C)F)F